2,2-difluoro-2-(3-fluorophenyl)-1-phenylethyl ((2S)-1-(((2S)-4-(ethylamino)-3-hydroxy-4-oxo-1-((S)-2-oxopyrrolidin-3-yl)butan-2-yl)amino)-1-oxohexan-2-yl)carbamate C(C)NC(C([C@H](C[C@H]1C(NCC1)=O)NC([C@H](CCCC)NC(OC(C(C1=CC(=CC=C1)F)(F)F)C1=CC=CC=C1)=O)=O)O)=O